N-(2-(3-chloro-4-((3,5-difluoropyridin-2-yl)methoxy-d2)-5''-fluoro-5',6-dimethyl-2-carbonyl-2H-[1,4':2',2''-terpyridin]-6''-yl)propan-2-yl)acetamide ClC=1C(N(C(=CC1OC([2H])([2H])C1=NC=C(C=C1F)F)C)C1=CC(=NC=C1C)C1=NC(=C(C=C1)F)C(C)(C)NC(C)=O)=C=O